OC1=CC=C2[C@@H]([C@@H](O[C@H](C2=C1)C)C1=CC=CC=C1)C1=CC=C(C=C1)N1CCC(CC1)CN1CCN(CC1)C=1C=C2CN(C(C2=CC1)=O)[C@@H]1C(NC(CC1)=O)=O (S)-3-(5-(4-((1-(4-((1S,3R,4S)-7-hydroxy-1-methyl-3-phenylisochroman-4-yl)phenyl)piperidin-4-yl)methyl)piperazin-1-yl)-1-oxoisoindolin-2-yl)piperidine-2,6-dione